C(C1=CC=CC=C1)NC(=O)C1(C=CC2=CC=CC(=C12)F)CO N-benzyl-7-fluoro-1-(hydroxymethyl)indene-1-carboxamide